(5S,10S,10aR)-7,8,10-trifluoro-5-methyl-1,5,10,10a-tetrahydropyrrolo[1,2-b]isoquinolin-3(2H)-one FC=1C(=CC=2[C@@H]([C@@H]3N([C@H](C2C1)C)C(CC3)=O)F)F